C1(=CC=CC=C1)P(C1=C(C=C(C=C1C)C)C)(C1=C(C=C(C=C1C)C)C)=O phenylbis(2,4,6-trimethylphenyl)-phosphine oxide